N1-(5-benzylpyrimidin-2-yl)-N1,N2-dimethyl-N2-(6-(1-methyl-1H-pyrazol-4-yl)pyrazolo[1,5-a]pyridin-3-yl)ethane-1,2-diamine C(C1=CC=CC=C1)C=1C=NC(=NC1)N(CCN(C=1C=NN2C1C=CC(=C2)C=2C=NN(C2)C)C)C